NC=1C2=C(N=CN1)N(C(=C2C2=CC(=C(C=C2)Cl)OC)C#CC2CN(C2)C2CCN(CC2)C(C=C)=O)CCOC 1-(4-(3-((4-amino-5-(4-chloro-3-methoxyphenyl)-7-(2-methoxyethyl)-7H-pyrrolo[2,3-d]pyrimidin-6-yl)ethynyl)azetidin-1-yl)piperidin-1-yl)prop-2-en-1-one